Cl.C(C)(C)NC(=O)C1(CCNCC1)C N-isopropyl-4-methyl-piperidine-4-carboxamide hydrochloric acid salt